[Zn].C1(CC(CCC1)C(=O)O)C(=O)O 1,3-cyclohexanedicarboxylic acid zinc